CC1=NC2=CC=C(C=C2C(=C1)C=1C=NC=CC1)C(=O)N1CCOCC1 (2-methyl-4-(pyridin-3-yl)quinolin-6-yl)(morpholino)methanone